N-((3R)-3-methyl-3-((((1s,4S)-4-phenylcyclohexyl)oxy)methyl)piperidin-4-yl)methanesulfonamide C[C@]1(CNCCC1NS(=O)(=O)C)COC1CCC(CC1)C1=CC=CC=C1